methyl (2S,3S,4S,5R,6S)-3,4,5-tris(acetyloxy)-6-[2-(3-[[(9H-fluoren-9-ylmethoxy)carbonyl]amino]-propanamido)-4-(hydroxymethyl)phenoxy]oxane-2-carboxylate C(C)(=O)O[C@@H]1[C@H](O[C@H]([C@@H]([C@H]1OC(C)=O)OC(C)=O)OC1=C(C=C(C=C1)CO)NC(CCNC(=O)OCC1C2=CC=CC=C2C=2C=CC=CC12)=O)C(=O)OC